CC=1C=C(C=CC1C)C=CC(=O)C1=CC=C(C=C1)O 3-(3,4-Dimethylphenyl)-1-(4-hydroxyphenyl)prop-2-en-1-one